tert-butyl (2-(3-(4-decylphenyl)-1,2,4-oxadiazol-5-yl)ethyl)carbamate C(CCCCCCCCC)C1=CC=C(C=C1)C1=NOC(=N1)CCNC(OC(C)(C)C)=O